3-{4-[(1S,4S,5R)-5-{[4-cyclopropyl-1-(2,6-dichlorophenyl)-1H-1,2,3-triazol-5-yl]methoxy}-2-azabicyclo[2.2.1]heptan-2-yl]-3-fluorophenyl}propanoic acid C1(CC1)C=1N=NN(C1CO[C@H]1[C@@H]2CN([C@H](C1)C2)C2=C(C=C(C=C2)CCC(=O)O)F)C2=C(C=CC=C2Cl)Cl